N-[1-(1H-indol-3-ylmethyl)pentyl]-2-[4-(1H-pyrazol-5-yl)piperazin-1-yl]Thiazole-5-carboxamide tert-butyl-(R)-3-(acetamidomethyl)-3,4-dihydroisoquinoline-2(1H)-carboxylate C(C)(C)(C)OC(=O)N1CC2=CC=CC=C2C[C@@H]1CNC(C)=O.N1C=C(C2=CC=CC=C12)CC(CCCC)NC(=O)C1=CN=C(S1)N1CCN(CC1)C1=CC=NN1